methyl (1r,4r)-2'-(3-{[1-(benzenesulfonyl)-3-methyl-1H-pyrrolo[2,3-b]pyridin-4-yl]oxy}propyl)-4-(3-chloroanilino)-2',3'-dihydrospiro[cyclohexane-1,1'-indene]-4-carboxylate C1(=CC=CC=C1)S(=O)(=O)N1C=C(C=2C1=NC=CC2OCCCC2C1(C3=CC=CC=C3C2)CCC(CC1)(C(=O)OC)NC1=CC(=CC=C1)Cl)C